C1=CC=C2C=C(C=CC2=C1)C(=O)[O-] The molecule is a naphthoate that is the conjugate base of 2-naphthoic acid. It has a role as a xenobiotic metabolite. It is a conjugate base of a 2-naphthoic acid.